3-(4-Fluorobenzyl)-5,6-dimethylpyrazin-2-ol FC1=CC=C(CC=2C(=NC(=C(N2)C)C)O)C=C1